4-((3-(6-((1-(Cyclopropylsulfonyl)cyclopropyl)methyl)-1-methyl-7-oxo-4,5,6,7-tetrahydro-1H-pyrazolo[3,4-c]pyridin-3-yl)isoxazol-5-yl)methyl)benzonitrile C1(CC1)S(=O)(=O)C1(CC1)CN1C(C2=C(CC1)C(=NN2C)C2=NOC(=C2)CC2=CC=C(C#N)C=C2)=O